ClCC1=CC=C(C=C1)N1C(=NC=2C1=NC(=CC2)C=2C=NC(=CC2)OC(C)C)C=2C(=NC=CC2)N 3-(3-(4-(Chloromethyl)phenyl)-5-(6-isopropoxypyridin-3-yl)-3H-imidazo[4,5-b]pyridin-2-yl)pyridin-2-amine